C1NCC12CC(C2)N2CC(CCC2)C2=NN(C(N2)=O)C=2C=CC=C1C=CC(NC21)=O 8-(3-(1-(2-azaspiro[3.3]heptan-6-yl)piperidin-3-yl)-5-oxo-4,5-dihydro-1H-1,2,4-triazol-1-yl)quinolin-2(1H)-one